(R)-3-(2-(tert-butoxycarbonyl)-1,2,3,4-tetrahydroisoquinolin-5-yl)butanoic acid C(C)(C)(C)OC(=O)N1CC2=CC=CC(=C2CC1)[C@@H](CC(=O)O)C